Cyanoformamid C(#N)NC=O